ClC1=C(C(=O)NCC=2C=NC(=CC2)OC)C(=CC=N1)OCC 2-chloro-4-ethoxy-N-((6-methoxypyridin-3-yl)methyl)nicotinamide